S(SCCNC/C(/CC=1SC(=CC1)Br)=N/O)CCNC/C(/CC=1SC(=CC1)Br)=N/O (2E,2'E)-N,N'-(disulfanediylbis(ethane-2,1-diyl))bis(3-(5-bromothien-2-yl)-2-(hydroxyimino)propylamine)